(2-((2-chloro-9-(4-methoxybenzyl)-9H-purin-6-yl)amino)phenyl)dimethylphosphine oxide ClC1=NC(=C2N=CN(C2=N1)CC1=CC=C(C=C1)OC)NC1=C(C=CC=C1)P(C)(C)=O